3-(octadeca-17-yn-1-ylthio)propan-1-ol C(CCCCCCCCCCCCCCCC#C)SCCCO